FC(C1=C(C=CC=C1)CN1N=C(N=C1)C(=O)OC)(F)F methyl 1-[[2-(trifluoromethyl) phenyl] methyl]-1,2,4-triazole-3-carboxylate